C1=CC=C(C=C1)C(=O)CCC(=O)O The molecule is a 4-oxo monocarboxylic acid that is butyric acid bearing oxo and phenyl substituents at position 4. It has a role as a hapten. It derives from a butyric acid.